C[C@@H]1CN(CCC1)C(C)C=1C=C(C=2N(C1)C=CN2)C(=O)N 6-(1-((S)-3-methylpiperidin-1-yl)ethyl)imidazo[1,2-a]pyridine-8-carboxamide